1-(2-chlorobenzyl)-2-(4-(3-nitrophenyl)-6-(3,4,5-trimethoxyphenyl)-pyrimidin-2-yl)guanidine hydrochloride Cl.ClC1=C(CNC(=NC2=NC(=CC(=N2)C2=CC(=CC=C2)[N+](=O)[O-])C2=CC(=C(C(=C2)OC)OC)OC)N)C=CC=C1